adenosine-citric acid [C@]1([C@H](O)[C@H](O)[C@@H](CO)O1)(N1C=NC=2C(N)=NC=NC12)C(C(CC(=O)O)(O)C(=O)O)C(=O)O